6-[[(2R,3R,4S,5R)-3-(3,4-difluoro-2-methoxy-phenyl)-4,5-dimethyl-5-(trifluoromethyl)tetrahydrofuran-2-carbonyl]amino]pyrazine-2-carboxamide FC=1C(=C(C=CC1F)[C@@H]1[C@@H](O[C@]([C@H]1C)(C(F)(F)F)C)C(=O)NC1=CN=CC(=N1)C(=O)N)OC